O=C1N(C(C2=CC=CC=C12)=O)[C@@H]1C[C@@H](CCC1)CC(=O)[O-] [(1R,3S)-3-(1,3-dioxoisoindolin-2-yl)cyclohexyl]acetate